ethyl 2-({6-[(1,3-benzothiazol-2-yl) amino]-4-(propan-2-yl) pyridazin-3-yl} amino)-1,3-thiazole-4-carboxylate S1C(=NC2=C1C=CC=C2)NC2=CC(=C(N=N2)NC=2SC=C(N2)C(=O)OCC)C(C)C